F[C@@H]1C[C@@]2(CCCN2C1)COC1=NC2=C(C(=CC=C2C(=N1)N1C2COCC1C2)C2=CC(=CC1=CC=C(C(=C21)C#C)F)O)F 4-(2-{[(2r,7as)-2-fluoro-hexahydro-1H-pyrrolizin-7a-yl]methoxy}-8-fluoro-4-{3-oxa-6-azabicyclo[3.1.1]hept-6-yl}quinazolin-7-yl)-5-ethynyl-6-fluoronaphthalene-2-ol